N-(4-ethoxy)butylpyrrolidone 5-hydroxybenzothiophene-3-carboxylate OC=1C=CC2=C(C(=CS2)C(=O)O)C1.C(C)OCCCCN1C(CCC1)=O